C(#N)C1(CC1)NS(=O)(=O)C1=CC=C2C3=C(N(C2=C1)C=1SC(=NN1)C(F)F)N=CN=C3N3C[C@@H](N(CC3)CC)C (S)-N-(1-cyanocyclopropyl)-9-(5-(di-fluoromethyl)-1,3,4-thiadiazol-2-yl)-4-(4-ethyl-3-methylpiperazin-1-yl)-9H-pyrimido[4,5-b]indole-7-sulfonamide